C(C)(C)(C)OC(=O)N[C@H](C(=O)N[C@H](C(=O)NC=1C=CC(=C(CN(C(OCC#C)=O)C)C1)COC(=O)OC1=CC=C(C=C1)[N+](=O)[O-])CCCNC(=O)N)C(C)C prop-2-yn-1-yl (5-((S)-2-((S)-2-((tert-butoxycarbonyl)amino)-3-methylbutanamido)-5-ureidopentanamido)-2-((((4-nitrophenoxy)carbonyl)oxy)methyl)benzyl)(methyl)carbamate